CC(C)(CCC[C@@H](C)[C@H]1CC[C@H]2[C@@H]3CC=C4[C@H]([C@H](CC[C@]4(C)[C@H]3CC[C@]12C)O)O)O cholest-5(6)-en-3β,4β,25-triol